(S)-1-(3-(6-(1H-pyrazol-3-ylamino)-4-(morpholinomethyl)pyridin-2-ylamino)piperidin-1-yl)prop-2-en-1-one N1N=C(C=C1)NC1=CC(=CC(=N1)N[C@@H]1CN(CCC1)C(C=C)=O)CN1CCOCC1